NAPhTHALENE-1,5-DISULFONIC ACID C1(=CC=CC=2C(=CC=CC12)S(=O)(=O)O)S(=O)(=O)O